Tert-Butyl 6-[[S-(trifluoromethyl)-1,2,4-thiadiazol-3-yl]methyl]-2-azaspiro[3.3]heptane-2-carboxylate FC(S1N=C(N=C1)CC1CC2(CN(C2)C(=O)OC(C)(C)C)C1)(F)F